N-(2,4-difluoro-3-iodophenyl)-2,5-bis(trifluoromethyl)benzenesulfonamide FC1=C(C=CC(=C1I)F)NS(=O)(=O)C1=C(C=CC(=C1)C(F)(F)F)C(F)(F)F